O1C2=C(C(CC1)CN)C=CS2 (3,4-dihydro-2H-thieno[2,3-b]pyran-4-yl)methanamine